5-((2,2-difluorocyclobutyl)methoxy)-1,3,4-thiadiazol-2-amine FC1(C(CC1)COC1=NN=C(S1)N)F